dimethyl-behenyl-allyl-ammonium bromide [Br-].C[N+](CC=C)(CCCCCCCCCCCCCCCCCCCCCC)C